COC1=CC=C(C2=C1C=CO2)C(/C=C/C2=CC(=C(OC(C(=O)O)(C)C)C(=C2)C)C)=O (E)-2-(4-(3-(4-methoxybenzofuran-7-yl)-3-oxoprop-1-en-1-yl)-2,6-dimethylphenoxy)-2-methylpropanoic acid